1-(dimethyl-n-propyl-silyl)imidazole C[Si](N1C=NC=C1)(CCC)C